N1(N=CC=C1)CC=1C=CC(=NC1OC(F)F)C(=O)OC Methyl 5-((1H-pyrazol-1-yl)methyl)-6-(difluoromethoxy)picolinate